CN(CCNC(=O)C1=NC2=CC=CC=C2C(N1NC1=CC=C(C=C1)F)=O)C N-(2-(Dimethylamino)ethyl)-3-((4-fluorophenyl)amino)-4-oxo-3,4-dihydroquinazoline-2-carboxamide